FC1=CC=C(C=C1)C1=CC(=CC=N1)C1=NNC=C1 6-(4-fluorophenyl)-4-(1H-pyrazol-3-yl)pyridin